3-(1-(2-(methylsulfonyl)phenyl)vinyl)-1H-pyrazole CS(=O)(=O)C1=C(C=CC=C1)C(=C)C1=NNC=C1